O=C(C(=O)O)N1CCSCC1 oxo(thiomorpholin-4-yl)acetic acid